FC(C1(C(N)C=CC=C1)F)F 2-(difluoromethyl)-2-fluoro-aniline